N6-(1-Iminoethyl)-lysine, hydrochloride Cl.N=C(C)NCCCC[C@H](N)C(=O)O